4-(4-((t-Butyldimethylsilyl)oxy)phenyl)-1-(hydroxymethyl)cyclohexan-1-ol methyl-3-methyl-2-{3-[(1,1,2,2,3,3,4,4,4-nonafluorobutanesulfonyl)oxy]-1,2-oxazol-5-yl}butanoate CC(C(=O)OC1(CCC(CC1)C1=CC=C(C=C1)O[Si](C)(C)C(C)(C)C)CO)(C(C)C)C1=CC(=NO1)OS(=O)(=O)C(C(C(C(F)(F)F)(F)F)(F)F)(F)F